1-((1r,3r,5s,6r)-3-(6-chloro-1H-indazol-4-yl)-3-hydroxybicyclo[3.1.0]hexane-6-yl)-3-(4-fluorophenyl)urea ClC1=CC(=C2C=NNC2=C1)C1(C[C@H]2C([C@H]2C1)NC(=O)NC1=CC=C(C=C1)F)O